ClC=1C=NC=CC1CC#N 2-(3-Chloro-4-pyridinyl)acetonitrile